5-{3-[2-(methoxymethoxy)-6-methyl-4-(trifluoromethyl)phenyl]-7H-pyrrolo[2,3-c]pyridazin-7-yl}bicyclo[3.1.1]heptan-1-ol COCOC1=C(C(=CC(=C1)C(F)(F)F)C)C1=CC2=C(N=N1)N(C=C2)C21CCCC(C2)(C1)O